(R)-6-methylheptan-2-amine CC(CCC[C@@H](C)N)C